NC1=NC(N(C=C1)N1OC=C(C(=C1O)O)CO)=O 4-amino-1-[(2R,3S,4S,5R)-3,4-dihydroxy-5-(hydroxymethyl)oxazin-2-yl]pyrimidin-2-one